(1-fluorocyclobutyl)methyl (2R,3S,5R)-2-((((1S,3S,6R)-6-(5-fluoropyrimidin-2-yl)bicyclo[4.1.0]heptan-3-yl)oxy)methyl)-5-methyl-3-(methylsulfonamido)pyrrolidine-1-carboxylate FC=1C=NC(=NC1)[C@]12CC[C@@H](C[C@@H]2C1)OC[C@@H]1N([C@@H](C[C@@H]1NS(=O)(=O)C)C)C(=O)OCC1(CCC1)F